CC=1N=NN(N1)CC1=CC=C(C=C1)C=C 5-methyl-2-(4-vinylbenzyl)-2H-tetrazole